C(C)(C)(C)C(C)(C(CCCC)(C(=O)O)CC)C(=O)O 2-tert-butyl-3-ethyl-heptane-2,3-dicarboxylic acid